C(C)(C)(C)OC(=O)N[C@H](CCSC)C(=O)O N-(t-butoxycarbonyl)-D-methionine